methyl 3-(4-(3-fluoro-2-(trifluoromethyl)phenyl)piperidine-1-carbonyl)-1,4,6,7-tetrahydro-5H-pyrazolo[4,3-c]pyridine-5-carboxylate FC=1C(=C(C=CC1)C1CCN(CC1)C(=O)C1=NNC2=C1CN(CC2)C(=O)OC)C(F)(F)F